C(C)(C)(C)N1N=C(C=C1NC1=C(C=CC=2S(CCC21)(=O)=O)F)[C@@H]2C[C@@H](CC2)N(C(O)=O)C(C)C.C2(=CC=C(C=C2)NC(=O)C2CC2)C N-(p-tolyl)cyclopropanecarboxamide (1R,3S)-3-(1-(tert-butyl)-5-((5-fluoro-1,1-dioxido-2,3-dihydrobenzo[b]thiophen-4-yl)amino)-1H-pyrazol-3-yl)cyclopentyl-isopropylcarbamate